ClCN1C(=C(C=CC1=O)N1CN(C2=CC=C(C=C2C1=O)C(F)(F)F)C1=C(C=C(C=C1)F)C)C 3-(1-(chloromethyl)-2-methyl-6-oxo-1,6-dihydropyridin-3-yl)-1-(4-fluoro-2-methylphenyl)-6-(trifluoromethyl)-2,3-dihydroquinazolin-4(1H)-one